(1R)-9-(azetidin-1-yl)-1-methyl-N-(1-methylcyclopropyl)-4-[(1-methylpyrazol-4-yl)methyl]-5-oxo-1H,2H-imidazo[1,2-a]quinazoline-7-sulfonamide N1(CCC1)C=1C=C(C=C2C(N(C=3N(C12)[C@@H](CN3)C)CC=3C=NN(C3)C)=O)S(=O)(=O)NC3(CC3)C